((cyclohexylimino)methyleneamino)cyclohexane C1(CCCCC1)N=C=NC1CCCCC1